OC1(CCN(CC1)C(=O)NC1=NC2=C(N1)C(=CC=C2C=2C=CC=C1C=CNC21)OC)C 4-hydroxy-N-[4-(1H-indol-7-yl)-7-methoxy-1H-1,3-benzodiazol-2-yl]-4-methylpiperidine-1-carboxamide